ditolyl-sulfonium citrate C(CC(O)(C(=O)[O-])CC(=O)[O-])(=O)[O-].C1(=C(C=CC=C1)[SH+]C1=C(C=CC=C1)C)C.C1(=C(C=CC=C1)[SH+]C1=C(C=CC=C1)C)C.C1(=C(C=CC=C1)[SH+]C1=C(C=CC=C1)C)C